methyl (S)-2-((3-(3,4-dihydroisoquinolin-2(1H)-yl)-2-hydroxypropyl)carbamoyl)imidazo[1,2-a]pyridine-6-carboxylate C1N(CCC2=CC=CC=C12)C[C@H](CNC(=O)C=1N=C2N(C=C(C=C2)C(=O)OC)C1)O